C(C)(C)[C@H]1[C@@H](C[C@@H](CC1)C)OC(C1=CC=C(C=C1)C=C)=O (1R,2S,5R)-2-isopropyl-5-methylcyclohexyl-4-vinylbenzoate